N1=CC(=CC=2CCCCC12)OCCCC(=O)OCC Ethyl 4-((5,6,7,8-tetrahydroquinolin-3-yl)oxy)butanoate